Methyl 4-(2-(4-(5-chloro-2-(1H-tetrazol-1-yl)phenyl)-2,5-dioxopiperazin-1-yl)-3-phenylpropanamido)piperidine-1-carboxylate ClC=1C=CC(=C(C1)N1CC(N(CC1=O)C(C(=O)NC1CCN(CC1)C(=O)OC)CC1=CC=CC=C1)=O)N1N=NN=C1